O[C@H]1C[C@@H](CCC1)N1C(C2(C3=C1N=C(N=C3)NC3CCNCC3)CC2)=O 7'-((1R,3R)-3-Hydroxycyclohexyl)-2'-(piperidin-4-ylamino)spiro[cyclopropane-1,5'-pyrrolo[2,3-d]pyrimidin]-6'(7'H)-one